(R)-2,2',2'',2'''-(2-(4-isothiocyanatobenzyl)-1,4,7,10-tetraazacyclododecane-1,4,7,10-tetrayl)tetraacetic acid N(=C=S)C1=CC=C(C[C@H]2N(CCN(CCN(CCN(C2)CC(=O)O)CC(=O)O)CC(=O)O)CC(=O)O)C=C1